ClC1=C(C(=CC(=C1)C)C)S(=O)(=O)C=1N=NN2C1NC(C1=CC=CC=C21)=O 3-(2-chloro-4,6-dimethyl-phenyl)sulfonyl-4H-triazolo[1,5-a]quinazolin-5-one